N-(6-((8-chloro-3-methyl-1,5-dioxo-3-phenyl-1,2,3,5-tetrahydroimidazo[1,5-a]pyridin-6-yl)amino)pyrimidin-4-yl)cyclopropanecarboxamide (E)-11-Octadecenat C(CCCCCCCCC\C=C\CCCCCC)(=O)O.ClC1=C2N(C(C(=C1)NC1=CC(=NC=N1)NC(=O)C1CC1)=O)C(NC2=O)(C2=CC=CC=C2)C